CSC1=C(C(=C(C(=C1F)F)F)F)F Methyl(perfluorophenyl)sulfane